(2-(cyclopropylmethoxy)pyridin-3-yl)methylamine C1(CC1)COC1=NC=CC=C1CN